2-((7-Methoxy-1-(2-(5-methoxy-1H-indol-3-yl)ethyl)-2-(morpholin-4-carbonyl)-1,2,3,4-tetrahydroisoquinolin-6-yl)oxy)acetamide COC1=C(C=C2CCN(C(C2=C1)CCC1=CNC2=CC=C(C=C12)OC)C(=O)N1CCOCC1)OCC(=O)N